(R)-2-amino-3-((4-decylphenyl) amino)-3-oxopropyl (14-azido-3,6,9,12-tetraoxatetradecyl) phosphate P(=O)(OC[C@H](C(=O)NC1=CC=C(C=C1)CCCCCCCCCC)N)(OCCOCCOCCOCCOCCN=[N+]=[N-])[O-]